1,2-dihydro-1,3-diphenyl-4-methyl-2-oxo-pyrimidinium C1(=CC=CC=C1)[NH+]1C(N(C(C=C1)C)C1=CC=CC=C1)=O